6-(4-[2-[(2R,5S)-5-[(1R)-2-[6-Oxo-5-(trifluoromethyl)-1,6-dihydropyridazin-4-yl]-2,3-dihydro-1H-isoindol-1-yl]oxolan-2-yl]acetyl]piperazin-1-yl)pyridine-3-carbonitrile O=C1C(=C(C=NN1)N1[C@H](C2=CC=CC=C2C1)[C@@H]1CC[C@@H](O1)CC(=O)N1CCN(CC1)C1=CC=C(C=N1)C#N)C(F)(F)F